C(CC)S(=O)(=O)[O-].[Sn+2].C(CC)S(=O)(=O)[O-] stannous propanesulfonate